tert-butyl 9-((1-(3-(2,6-bis(benzyloxy)pyridin-3-yl)-7-fluoro-1-methyl-1H-indazol-6-yl)piperidin-4-yl)methyl)-3,9-diazaspiro[5.5]undecane-3-carboxylate C(C1=CC=CC=C1)OC1=NC(=CC=C1C1=NN(C2=C(C(=CC=C12)N1CCC(CC1)CN1CCC2(CCN(CC2)C(=O)OC(C)(C)C)CC1)F)C)OCC1=CC=CC=C1